OCCOCCNC(C(C)C=1C=CC2=C(N=C(O2)NC=2OC3=C(N2)C=CC=C3)C1)=O N-[2-(2-hydroxyethoxy)ethyl]2-[2-(1,3-benzoxazol-2-ylamino)-1,3-benzoxazol-5-yl]propionamide